3-chloro-1-methyl-6-(methylthio)-1H-pyrazolo[3,4-d]pyrimidine ClC1=NN(C2=NC(=NC=C21)SC)C